bis{3,4,6-trichloro-2-[(cyclohexylmethoxy)carbonyl]phenyl} oxalate C(C(=O)OC1=C(C(=C(C=C1Cl)Cl)Cl)C(=O)OCC1CCCCC1)(=O)OC1=C(C(=C(C=C1Cl)Cl)Cl)C(=O)OCC1CCCCC1